1-(2-(2-(2-Bromoethoxy)ethoxy)ethyl)-2-(tert-butyl)disulfane BrCCOCCOCCSSC(C)(C)C